ClC=1C=CC(=NC1)C1CN(C1)[C@@H]1[C@@H](CCCC1)OC=1C=C2CN(C(C2=CC1)=O)C1C(NC(CC1)=O)=O 3-(5-(((1R,2S)-2-(3-(5-chloropyridin-2-yl)azetidin-1-yl)cyclohexyl)oxy)-1-oxoisoindolin-2-yl)piperidine-2,6-dione